N-[(1R)-1-[6-(morpholin-4-yl)pyridin-2-yl]ethyl]propanamide N1(CCOCC1)C1=CC=CC(=N1)[C@@H](C)NC(CC)=O